C1(=CC=C(C=C1)NC(=O)OC(C(=O)O)C)C 2-O-(p-toluylaminocarbonyl)-lactic acid